C1(CCCC1)N1[C@@H](C(N(C=2C=NC(=NC12)NC1=C(C=C(C(=O)NC2CC(C2)NC2CCNCC2)C=C1)OC)C)=O)CC 4-[[(7R)-8-cyclopentyl-7-ethyl-5-methyl-6-oxo-7H-pteridin-2-yl]amino]-3-methoxy-N-[3-(4-piperidylamino)cyclobutyl]benzamide